6-tosyl-2-thia-6-azaspiro[3.3]heptane 2,2-dioxide S(=O)(=O)(C1=CC=C(C)C=C1)N1CC2(CS(C2)(=O)=O)C1